C(C)OC(C1=NC(=CC=C1NC(CC#N)=O)C#N)=O 6-cyano-3-(2-cyanoacetamido)picolinic acid ethyl ester